CS(=O)(=O)C=1N=CC2=C(N1)NC(C(=C2)N2CCN(CC2)C(=O)OC(C)(C)C)=O tert-butyl 4-(2-(methylsulfonyl)-7-oxo-7,8-dihydropyrido[2,3-d]pyrimidin-6-yl)piperazine-1-carboxylate